1-[(1R)-1-benzylpentyl]imidazo[4,5-c]quinolin-4-amine C(C1=CC=CC=C1)[C@@H](CCCC)N1C=NC=2C(=NC=3C=CC=CC3C21)N